C(C)(=O)O.[Mg] Magnesium Acetic Acid